1,3-dimethylpropylene CC=CCC